2,6-di-tert-butyl-4-(3,4-dimethoxybenzylidene)cyclohexa-2,5-dien-1-one C(C)(C)(C)C=1C(C(=CC(C1)=CC1=CC(=C(C=C1)OC)OC)C(C)(C)C)=O